ClC=1C(N(N=CC1Cl)C1CC(N(CC1)[C@@H](C)C1=CC=CC=C1)=O)=O 4,5-dichloro-2-(2-oxo-1-((S)-1-phenylethyl)piperidin-4-yl)pyridazin-3(2H)-one